C(C)(C)(C)[Si](O[C@@H](C(=O)OC)C)(C)C methyl (2R)-2-[tertbutyl(dimethyl)silyl]oxypropanoate